(E)-1-(6-bromopyridyl)-N-(2,6-diethylphenyl)ethan-1-imine BrC1=CC=CC(=N1)\C(\C)=N\C1=C(C=CC=C1CC)CC